6-[(1-methylethyl)sulfonyl]-3-{[4-(4-morpholinyl)-1-piperidinyl]methyl}-N-(1-phenylcyclopropyl)-2-[3-(trifluoromethyl)phenyl]-4-quinolinecarboxamide CC(C)S(=O)(=O)C=1C=C2C(=C(C(=NC2=CC1)C1=CC(=CC=C1)C(F)(F)F)CN1CCC(CC1)N1CCOCC1)C(=O)NC1(CC1)C1=CC=CC=C1